S1(C=CC=C1)=S thiofuran sulfide